FC(C(=O)O)(F)F.C1NCC12CC(C2)CS(=O)(=O)N (2-azaspiro[3.3]heptane-6-yl)methanesulfonamide trifluoroacetate salt